ClC=1C(N(C(=CC1OCC1=NC=C(C=C1F)F)C)C1=CC(=NC=C1C)C1=CC=CC=2[C@@H](COC21)O)=O (R)-3-chloro-4-((3,5-difluoropyridin-2-yl)methoxy)-2'-((S)-3-hydroxy-2,3-dihydrobenzofuran-7-yl)-5',6-dimethyl-2H-[1,4'-bipyridinyl]-2-one